N1C(C1=O)=O aziridinequinone